(2r,5s)-2,5-dimethylpiperazine-1-carboxylic acid tert-butyl ester C(C)(C)(C)OC(=O)N1[C@@H](CN[C@H](C1)C)C